1-(6-cyclopropylimidazo[1,2-a]pyridin-2-yl)ethanol C1(CC1)C=1C=CC=2N(C1)C=C(N2)C(C)O